8-(5-chloro-2-((1-methyl-1H-pyrazol-5-yl)amino)pyrimidin-4-yl)-2,3,4,5-tetrahydro-1H-pyrrolo[1,2-a][1,4]diazepin-1-one ClC=1C(=NC(=NC1)NC1=CC=NN1C)C=1C=C2N(CCCNC2=O)C1